COC=1C=C2C=CC(=CC2=CC1)[C@@H](C=O)C (S)-2-(6-methoxy-2-naphthyl)propanal